OCC(C)C=1NC(C2=C(N1)C(=NC(=C2)C=2C=NN(C2)C)C2=CC=C(C=C2)C(F)(F)F)=O (1-hydroxy-prop-2-yl)-6-(1-methyl-1H-pyrazol-4-yl)-8-(4-(trifluoromethyl)phenyl)pyrido[3,4-d]pyrimidin-4(3H)-one